(R)-3-(3-chloro-4-fluorophenyl)-1-(2-(2-methoxyethoxy)ethyl)-1-(1-(1-oxo-1,2-dihydroisoquinolin-4-yl)ethyl)urea ClC=1C=C(C=CC1F)NC(N([C@H](C)C1=CNC(C2=CC=CC=C12)=O)CCOCCOC)=O